N1CCC(CC1)CN1CCC(CC1)CC(=O)OC(C)(C)C tert-butyl 2-[1-(4-piperidyl-methyl)-4-piperidyl]acetate